(s)-9-(1-((2-carbamoyl-4-fluorophenyl)amino)ethyl)-4,7-dimethyl-N,N-bis(methyl-d3)-5-oxo-4,5-dihydroimidazo[1,5-a]quinazoline-3-carboxamide C(N)(=O)C1=C(C=CC(=C1)F)N[C@@H](C)C=1C=C(C=C2C(N(C=3N(C12)C=NC3C(=O)N(C([2H])([2H])[2H])C([2H])([2H])[2H])C)=O)C